CC(CC1CCCN1)(C)C 5-(2,2-dimethylpropyl)pyrrolidine